(dimethylcarbamoylphenyl)diphenyl-sulfonium CN(C(=O)C1=C(C=CC=C1)[S+](C1=CC=CC=C1)C1=CC=CC=C1)C